3,3'-((((3-(2-carboxy-2-(pyrrolidin-3-yl)ethyl)benzyl)azanediyl)bis(methylene))bis(quinoline-4,6-diyl))bis(2-(pyrrolidin-3-yl)propanoic acid) C(=O)(O)C(CC=1C=C(CN(CC2=CC=NC3=CC=C(C=C23)CC(C(=O)O)C2CNCC2)CC2=CC=NC3=CC=C(C=C23)CC(C(=O)O)C2CNCC2)C=CC1)C1CNCC1